5-(4-Methoxyphenyl)-3-(4-(2,2,2-trifluoro-1-hydroxyethyl)phenyl)-1,2,4-oxadiazole COC1=CC=C(C=C1)C1=NC(=NO1)C1=CC=C(C=C1)C(C(F)(F)F)O